C(C)(C)(C)OC(=O)N[C@@H]([C@H](OC(F)F)C)C(=O)OC methyl N-(tert-butoxycarbonyl)-O-(difluoromethyl)-L-threoninate